5-bromo-N-((3R,4S)-3-fluoropiperidin-4-yl)pyrrolo[2,1-f][1,2,4]triazin-2-amine BrC=1C=CN2N=C(N=CC21)N[C@@H]2[C@@H](CNCC2)F